O1C(=CC=C1C(=O)O)C(=O)O.C(CCCCCN)N hexylenediamine 2,5-furandicarboxylate